dimethylbenzene ammonium tetrakis(pentafluorophenyl)borate FC1=C(C(=C(C(=C1[B-](C1=C(C(=C(C(=C1F)F)F)F)F)(C1=C(C(=C(C(=C1F)F)F)F)F)C1=C(C(=C(C(=C1F)F)F)F)F)F)F)F)F.[NH4+].CC1=C(C=CC=C1)C